ClC1=CC=C(C=C1)CNC1=NC(=CC=C1C(=O)O)N1C=NC2=C1C=C(C(=C2)OC)OC 2-[(4-chlorophenyl)methylamino]-6-(5,6-dimethoxybenzimidazol-1-yl)pyridine-3-carboxylic acid